C(C)(C)(C)OC(=O)N1CC(C1)CS(=O)(=O)C=C 3-[(vinylsulfonyl)methyl]azetidine-1-carboxylic acid tert-butyl ester